O1N=C(C2=C1C=CC=C2)CC(=O)N2CC(CC2)(C=2C=C1C=NN(C1=CC2C)C2=CC=C(C=C2)F)CC2=CC=CC=C2 2-(benzo[d]isoxazol-3-yl)-1-(3-benzyl-3-(1-(4-fluorophenyl)-6-methyl-1H-indazol-5-yl)pyrrolidin-1-yl)ethan-1-one